[C@H]12CN(C[C@H](CC1)N2)C=2C1=C(N=C(N2)OCCC=2C=NC=CC2)C(=C(N=C1)C1=CC=CC2=CC=CC(=C12)C)F 4-((1R,5S)-3,8-diazabicyclo[3.2.1]octan-3-yl)-8-fluoro-7-(8-methylnaphthalen-1-yl)-2-(2-(pyridin-3-yl)ethoxy)pyrido[4,3-d]pyrimidine